N-(2-fluoro-4-(3-(methylamino)pyrrolidin-1-yl)phenyl)-7-methoxy-2-methylimidazo[1,2-a]pyridine-6-carboxamide FC1=C(C=CC(=C1)N1CC(CC1)NC)NC(=O)C=1C(=CC=2N(C1)C=C(N2)C)OC